(R)-1-(1-((1H-indol-3-yl)methyl)-7-ethoxy-6-meth-oxy-3,4-dihydroisoquinoline-2(1H)-yl)-2-(methane-sulfonyl)ethane-1-one N1C=C(C2=CC=CC=C12)C[C@H]1N(CCC2=CC(=C(C=C12)OCC)OC)C(CS(=O)(=O)C)=O